8-(4-Chlorophenyl)-2-morpholin-4-ylchromen-4-one ClC1=CC=C(C=C1)C=1C=CC=C2C(C=C(OC12)N1CCOCC1)=O